BrCC1=CCOC1 4-bromomethyl-5H-furan